IC1=C(C=CC=C1I)CNN 2,3-diiodophenylmethylhydrazine